2-vinylbicyclo[2.2.1]hept-2-ene C(=C)C=1C2CCC(C1)C2